FC=1C=C(C=CC1N1CCN(CC1)C)NC1=NC=CC(=N1)NC1=CN=NC2=C(C=CC=C12)C N2-(3-fluoro-4-(4-methylpiperazin-1-yl)phenyl)-N4-(8-methylcinnolin-4-yl)pyrimidine-2,4-diamine